C1(=CC=CC=C1)C(C(C(=O)C1=CC=CC=C1)C1=CC=CC=C1)=O.[Cr+3] chromium (III) 1,2,3-triphenyl-1,3-propanedione